C1(=CC=C(C=C1)/C=C/C(=O)OC[C@H]1OC([C@@H]([C@H]([C@@H]1O)O)O)OC)C ((2R,3S,4S,5R)-3,4,5-trihydroxy-6-methoxytetrahydro-2H-pyran-2-yl)methyl (E)-3-(p-tolyl)acrylate